5-Fluoro-2-(6-{1-[(3R)-6-[(3R)-3-(methoxymethyl)piperazin-1-yl]-2-methylhexane-3-yl]azetidin-3-yl}-3-methylimidazo[1,5-a]pyridin-8-yl)-N,N-di(isopropyl)benzamide FC=1C=CC(=C(C(=O)N(C(C)C)C(C)C)C1)C=1C=2N(C=C(C1)C1CN(C1)[C@@H](C(C)C)CCCN1C[C@@H](NCC1)COC)C(=NC2)C